C[C@@H]1N(CCOC1)C1=NC2=C(C(=N1)N1[C@H](COCC1)C)C=CC(=N2)C=2C=C(C(=O)NC)C=CC2 3-[2,4-bis((3S)-3-methylmorpholine-4-yl)pyrido[5,6-e]pyrimidine-7-yl]-N-methylbenzamide